3-(6-Hydroxyhexyloxy)-propylamin OCCCCCCOCCCN